1,2,3,4-tetrahydronaphthalene-2-carboxylic acid ethyl ester C(C)OC(=O)C1CC2=CC=CC=C2CC1